NC1=NC=C2N=CN(C2=N1)C[C@@H](CCOC([C@@H](N)C(C)C)=O)COC(CCCCCCCCCCCCCCCCC)=O (R)-2-amino-9-(2-stearoyloxymethyl-4-(L-valyloxy)butyl)purine